C(C1=CC=CC=C1)N1CC2(C(C2(C1)C)CO)C (3-benzyl-1,5-dimethyl-3-azabicyclo[3.1.0]hexane-6-yl)methanol